Dichloro-(tricyclohexylphosphine) ruthenium dichloride [Ru](Cl)Cl.ClC1(CCC(CC1)P(C1CCCCC1)C1CCCCC1)Cl